4-(3-hydroxy-6-o-tolyl-pyridin-2-yl)-4-oxo-butyric acid ethyl ester C(C)OC(CCC(=O)C1=NC(=CC=C1O)C1=C(C=CC=C1)C)=O